aminopropyl-aminopropyl-dimethyl-methoxysilane (R)-1-(2,5-dichloropyridin-3-yl)ethyl-(1-methyl-4-(6-methyl-5-(methylsulfonamido)pyridin-2-yl)-1H-1,2,3-triazol-5-yl)carbamate ClC1=NC=C(C=C1[C@@H](C)N(C(O)=O)C1=C(N=NN1C)C1=NC(=C(C=C1)NS(=O)(=O)C)C)Cl.NCCCCO[Si](C)(C)CCCN